trans-N-(5-(2-([2,2'-bipyrimidin]-5-yl)cyclopropyl)-2,3-difluorophenyl)-N-methyloxetan-3-amine N1=C(N=CC(=C1)[C@H]1[C@@H](C1)C=1C=C(C(=C(C1)N(C1COC1)C)F)F)C1=NC=CC=N1